ClC1=CC=C(C=C1)C(C(=O)N1CCN(CC1)C=1C2=C(N=CN1)[C@@H](C[C@H]2C)O)CC2(COC2)[N+](=O)[O-] 2-(4-chlorophenyl)-1-(4-((5R,7R)-7-hydroxy-5-methyl-6,7-dihydro-5H-cyclopenta[d]pyrimidin-4-yl)piperazin-1-yl)-3-(3-nitrooxetan-3-yl)propan-1-one